COC1=C(C2=CC=CC=C2C=C1)N(C)C1=C(C=CC2=CC=CC=C12)OC 2-methoxy-N-(2-methoxynaphthalen-1-yl)-N-methylnaphthalen-1-amine